7-Prenyloxy-4'-methoxy-flavonol C(C=C(C)C)OC1=CC=C2C(C(=C(OC2=C1)C1=CC=C(C=C1)OC)O)=O